ClC1=CC=C(C=C1)C1=NC=C(C=N1)OC 2-(4-chlorophenyl)-5-methoxypyrimidine